FC(C1=CC=C(C=C1)P(C1=CC=C(C=C1)C(F)(F)F)C1=CC=C(C=C1)C(F)(F)F)(F)F tris-[4-(trifluoromethyl)phenyl]-phosphine